C(C)OC(=C)C=1N=C2C(=CC=NC2=CC1)C1=CC=2C(NCCC2N1)=O 2-[6-(1-ethoxyvinyl)-1,5-naphthyridin-4-yl]-1H,5H,6H,7H-pyrrolo[3,2-c]Pyridin-4-one